NC1=C(C(=NN1C1CC(C1)OCC)C1=CC=C(C=C1)CC(=O)NC1=CC(=NO1)CC(C)(C)C)C(=O)N 5-Amino-1-(3-ethoxycyclobutyl)-3-(4-(2-((3-neopentylisoxazol-5-yl)amino)-2-oxoethyl)phenyl)-1H-pyrazole-4-carboxamide